2-chloro-7-methyl-3-((4-acetyl-5-methyl-1H-1,2,3-triazol-1-yl)methyl)quinoline ClC1=NC2=CC(=CC=C2C=C1CN1N=NC(=C1C)C(C)=O)C